C(=O)(O)C=1C=C(C=CC1OC1=C(C=C(C=C1)N)C(F)(F)F)C1=CC(=C(C=C1)OC1=C(C=C(C=C1)N)C(F)(F)F)C(=O)O 3,3'-dicarboxy-4,4'-di(4-amino-2-trifluoromethyl-phenoxy)biphenyl